4-(3-azatricyclo[6.2.1.02,7]undeca-2,4,6-trien-5-ylamino)-2-[p-(3-morpholinopropoxy)phenylamino]pyrimidine C12C3=NC=C(C=C3C(CC1)C2)NC2=NC(=NC=C2)NC2=CC=C(C=C2)OCCCN2CCOCC2